6-fluoro-2-methyl-3-oxo-2,3-dihydrobenzo[d]isothiazole-7-carbaldehyde-1,1-dioxide FC1=C(C2=C(C(N(S2(=O)=O)C)=O)C=C1)C=O